4-(4-methoxypyridin-3-yl)benzoic acid COC1=C(C=NC=C1)C1=CC=C(C(=O)O)C=C1